ClC1=C(C(=O)NC2=CC=C(C=C2)CCCC(=O)O)C=CC=N1 4-(4-(2-chloronicotinoyl)aminophenyl)butyric acid